CN1C=CC(C2=CC=CN=C12)=O 1-methyl-4-oxo-1,8-naphthyridine